Cl.COC(=O)[C@@H]1NCC(C1)C1=CC(=C(C=C1)OC(F)F)OCC1CC1 (2R)-4-(3-(cyclopropylmethoxy)-4-(difluoromethoxy)phenyl)pyrrolidine-2-carboxylic acid methyl ester hydrochloride